C(C1=CC=CC=C1)SC=1C=CC(=C(C1)/C=C/C(=O)OCC)I ethyl (E)-3-(5-(benzylthio)-2-iodophenyl)acrylate